2-((3-(2,6-Dioxopiperidin-3-yl)-1-methyl-1H-indazol-6-yl)oxy)-N-(4-(2-methyl-1H-imidazol-1-yl)phenyl)acetamide O=C1NC(CCC1C1=NN(C2=CC(=CC=C12)OCC(=O)NC1=CC=C(C=C1)N1C(=NC=C1)C)C)=O